Dimethylhafnium [2',2'''-(pyridine-2,6-diyl)bis(3-((3r,5r,7r)-adamantan-1-yl)-5-methyl-[1,1'-biphenyl]-2-olate)] N1=C(C=CC=C1C1=C(C=CC=C1)C=1C(=C(C=C(C1)C)C12CC3CC(CC(C1)C3)C2)[O-])C2=C(C=CC=C2)C=2C(=C(C=C(C2)C)C23CC1CC(CC(C2)C1)C3)[O-].C[Hf+2]C